tert-butyl 2-(2-{[7-(5-methyl-1,2,4-oxadiazol-3-yl) isoquinolin-1-yl] amino} ethyl)-3H-imidazo[4,5-b]pyridine-6-carboxylate CC1=NC(=NO1)C1=CC=C2C=CN=C(C2=C1)NCCC1=NC=2C(=NC=C(C2)C(=O)OC(C)(C)C)N1